2,2,2-trifluoroethanamine HCl salt Cl.FC(CN)(F)F